tert-butyl 2-[5-bromo-4-(4-chlorophenyl) imidazol-1-yl]Acetate BrC1=C(N=CN1CC(=O)OC(C)(C)C)C1=CC=C(C=C1)Cl